1-morpholino-3-[[2-[3-(4-piperidinyloxy)anilino]-5-(trifluoromethyl)pyrimidin-4-yl]amino]propan-1-one c-2-Aminomuconate N/C(/C(=O)O)=C\C=C\C(=O)O.O1CCN(CC1)C(CCNC1=NC(=NC=C1C(F)(F)F)NC1=CC(=CC=C1)OC1CCNCC1)=O